4-(7-(pyridin-3-yl)-4-((pyrrolidin-3-yloxy)methyl)-6,7-dihydro-5H-pyrrolo[2,3-d]pyrimidin-2-yl)morpholine N1=CC(=CC=C1)N1CCC2=C1N=C(N=C2COC2CNCC2)N2CCOCC2